OC1C[C@H](NC1)C(=O)O |r| 4-HYDROXY-DL-PROLINE